(tert-Butoxycarbonyl)-2-(7-bromo-3-ethylsulfanyl-quinolin-2-yl)-6-trifluoromethyl-1H-pyrrolo[3,2-b]pyridine C(C)(C)(C)OC(=O)N1C(=CC2=NC=C(C=C21)C(F)(F)F)C2=NC1=CC(=CC=C1C=C2SCC)Br